(R)-4,8-dimethyl-3-(1-propionyl-5-(p-tolyl)-4,5-dihydro-1H-pyrazol-3-yl)-1,7-naphthyridin-2(1H)-one CC1=C(C(NC2=C(N=CC=C12)C)=O)C1=NN([C@H](C1)C1=CC=C(C=C1)C)C(CC)=O